OCC1C(N(CC1)C(=O)OC(C)(C)C)C tert-butyl 3-(hydroxymethyl)-2-methyl-pyrrolidine-1-carboxylate